C(C1=CC=CC=C1)O[C@@H]([C@@H](NC(=O)OC(C)(C)C)C(=O)O)C O-benzyl-N-(tert-butoxycarbonyl)-D-allothreonine